7-(1-(2-Hydroxy-2-methylpropyl)-1H-pyrazol-4-yl)-1-isopropyl-8-(isochinolin-6-yl)-3-methyl-3,6-dihydroimidazo[4,5-d]pyrrolo[2,3-b]pyridin-2(1H)-on OC(CN1N=CC(=C1)C1=C(C=2C(=NC=C3C2N(C(N3C)=O)C(C)C)N1)C=1C=C3C=CN=CC3=CC1)(C)C